[(1S,2S,6R,10S,11R,13S,14R,15R)-13-acetyloxy-1,6-dihydroxy-8-(hydroxymethyl)-4,12,12,15-tetramethyl-5-oxo-14-tetracyclo[8.5.0.02,6.011,13]pentadeca-3,8-dienyl] tetradecanoate C(CCCCCCCCCCCCC)(=O)O[C@H]1[C@]2(C([C@H]2[C@@H]2C=C(C[C@@]3(C(C(=C[C@H]3[C@]2([C@@H]1C)O)C)=O)O)CO)(C)C)OC(C)=O